3-[3-methyl-5-[4-[[4-[(4-methyl-4-piperidyl)methyl]piperazin-1-yl]methyl]-1-piperidyl]-2-oxo-benzimidazol-1-yl]piperidine-2,6-dione formate C(=O)O.CN1C(N(C2=C1C=C(C=C2)N2CCC(CC2)CN2CCN(CC2)CC2(CCNCC2)C)C2C(NC(CC2)=O)=O)=O